C(C1=CC=CC=C1)OC1=NC(=CC=C1C1=NN(C2=C(C=CC=C12)C1CN(CCC1=O)C(=O)OC(C)(C)C)C)OCC1=CC=CC=C1 tert-butyl 3-(3-(2,6-bis(benzyloxy)pyridin-3-yl)-1-methyl-1H-indazol-7-yl)-4-oxopiperidine-1-carboxylate